O=C1N(CCN1C=1C=NC=CC1)C1CN(CCC1)C=1N=NC(=CN1)C(=O)N 3-(3-(2-oxo-3-(pyridin-3-yl)imidazolin-1-yl)piperidin-1-yl)-1,2,4-triazine-6-carboxamide